(R)-4-(3-(5-(trifluoromethyl)pyridin-2-yloxy)pyrrolidin-1-yl)biphenyl-3-amine FC(C=1C=CC(=NC1)O[C@H]1CN(CC1)C1=C(C=C(C=C1)C1=CC=CC=C1)N)(F)F